C(C)C(CC)C1=NC=2N(C(=C1)N[C@@H]1C[C@H](CC1)NCC#C)N=CC2 (1S,3S)-N3-[5-(1-ethylpropyl)pyrazolo[1,5-a]pyrimidin-7-yl]-N1-prop-2-ynyl-cyclopentane-1,3-diamine